(1-methyl-1H-pyrazol-3-yl)pyridin-3-amine CN1N=C(C=C1)C1=NC=CC=C1N